1-(3-Acetylphenyl)-3-(1-benzyl-3-(2-methoxyethyl)-2,4-dioxo-1,2,3,4-tetrahydroquinazolin-6-yl)urea C(C)(=O)C=1C=C(C=CC1)NC(=O)NC=1C=C2C(N(C(N(C2=CC1)CC1=CC=CC=C1)=O)CCOC)=O